methyl 5-(2-(2-((tert-butyldiphenylsilyl)oxy)ethyl)thiophen-3-yl)-2-chloro-4-hydroxybenzoate [Si](C1=CC=CC=C1)(C1=CC=CC=C1)(C(C)(C)C)OCCC=1SC=CC1C=1C(=CC(=C(C(=O)OC)C1)Cl)O